CC=1C=C(C=CC1C)C1=NN(C=C1/C=C/C(=O)O)C1=CC=CC=C1 (E)-3-(3-(3,4-dimethylphenyl)-1-phenyl-1H-pyrazol-4-yl)acrylic acid